2-carboxy-7-(naphthalene-2-yloxy)-1,2,3,4-tetrahydronaphthalene-2-aminium chloride [Cl-].C(=O)(O)C1(CC2=CC(=CC=C2CC1)OC1=CC2=CC=CC=C2C=C1)[NH3+]